3,7-dimethyl-5-(2-methylpropyl)oct-4-enal CC(CC=O)C=C(CC(C)C)CC(C)C